FC=1C=CC2=C(C(=CO2)C2=NN(C3=C2C=NC(=C3)C(=O)N3CCOCCC3)CS(=O)(=O)C)C1 [3-(5-fluorobenzofuran-3-yl)-1-(methylsulfonylmethyl)pyrazolo[4,3-c]pyridin-6-yl]-(1,4-oxaazepan-4-yl)methanone